azetidin-3-yl 5-[6-[5-(6-methyl-2-pyridyl)-1H-imidazol-4-yl]-3-quinolyl]thiophene-3-carboxylate CC1=CC=CC(=N1)C1=C(N=CN1)C=1C=C2C=C(C=NC2=CC1)C1=CC(=CS1)C(=O)OC1CNC1